(R/S)-1-(3-(difluoro(tetrahydrofuran-2-yl)methyl)phenyl)ethan-1-amine hydrochloride Cl.FC(C=1C=C(C=CC1)[C@@H](C)N)(C1OCCC1)F |r|